C(CCCCCCC)(=O)OCCCCOCCCCOC(CCCCCCC)=O 5-oxa-1,9-nonanediol dicaprylate